2,3,5,6-tetramethyl-4-nitrobenzene CC1=CC(=C(C(=C1C)[N+](=O)[O-])C)C